CC(C)(C)[O-].[Li+] (+/-)-Lithium tert-butoxide